silicon Lithium silicate [Si]([O-])([O-])([O-])[O-].[Li+].[Si+4]